5-(6-(4-(2,6-Difluorobenzyl)piperazin-1-yl)pyridin-3-yl)-7-(1-methyl-1H-pyrazol-4-yl)quinoline FC1=C(CN2CCN(CC2)C2=CC=C(C=N2)C2=C3C=CC=NC3=CC(=C2)C=2C=NN(C2)C)C(=CC=C1)F